8-(4-nitrophenoxy)octan-1-ol [N+](=O)([O-])C1=CC=C(OCCCCCCCCO)C=C1